2-(5-(5-(7,8-dimethyl-[1,2,4]triazolo[1,5-a]pyridin-6-yl)-4-isopropyl-3-methyl-6H-thieno[2,3-b]pyrrol-2-yl)-2-azaspiro[3.3]heptan-2-yl)acetamide CC1=C(C=2N(C=C1C1=C(C3=C(N1)SC(=C3C)C3C1(CN(C1)CC(=O)N)CC3)C(C)C)N=CN2)C